4,4'-methylenedi(cyclohexan-1-amine) C(C1CCC(CC1)N)C1CCC(CC1)N